C(C)(C)(C)OC(=O)N1C[C@@H](N(CC1)C1=NC(=NC2=C(C(=C(C=C12)Cl)[Sn](CCCC)(CCCC)CCCC)F)OC[C@H]1N(CCC1)C)C (S)-4-(6-chloro-8-fluoro-2-(((S)-1-methylpyrrolidin-2-yl)methoxy)-7-(tributylstannyl)quinazolin-4-yl)-3-methylpiperazine-1-carboxylic acid tert-butyl ester